N-(3-(1-phenyl-1H-indol-2-yl)-1H-pyrazol-5-yl)-4-((1-methylpiperidin-4-yl)amino)benzamide C1(=CC=CC=C1)N1C(=CC2=CC=CC=C12)C1=NNC(=C1)NC(C1=CC=C(C=C1)NC1CCN(CC1)C)=O